BrC=1SC(=CN1)C(=O)NC1=C2C(=NN(C2=CC=C1Br)C1OCCCC1)C 2-Bromo-N-(5-bromo-3-methyl-1-(tetrahydro-2H-pyran-2-yl)-1H-indazol-4-yl)thiazole-5-carboxamide